ethyl 8-bromo-5-[tert-butoxycarbonyl-[(5-fluoro-2,3-dihydrobenzofuran-4-yl)methyl]amino]imidazo[1,2-c]pyrimidine-2-carboxylate BrC=1C=2N(C(=NC1)N(CC1=C(C=CC3=C1CCO3)F)C(=O)OC(C)(C)C)C=C(N2)C(=O)OCC